C(C)(C)(C)OC(=O)N1CC2=CC=C(C=C2C1)N1C(NC(CC1)=O)=O.C=C(C)C1=CC=C(C=C1)C1=CC=CC=C1 4-(1-propen-2-yl)biphenyl tert-Butyl-5-(2,4-dioxotetrahydropyrimidin-1(2H)-yl)isoindoline-2-carboxylate